hexafluoro-phosphoric acid sodium [Na].F[P-](F)(F)(F)(F)F.[H+]